1-methyl-N-[4-(o-tolyl)-6-phenoxy-5-propyl-pyrimidin-2-yl]pyrazole-4-sulfonamide CN1N=CC(=C1)S(=O)(=O)NC1=NC(=C(C(=N1)C1=C(C=CC=C1)C)CCC)OC1=CC=CC=C1